C(#N)C(C(=O)OCC(C)C)C isobutyl cyanopropionate